CNC=1N=CC(=C2C=C(N=CC12)NC(=O)C1CC1)C=1OC2=C(N1)C=C(C=C2)C2CN(C2)S(=O)(=O)C N-(8-(methylamino)-5-(5-(1-(methylsulfonyl)azetidin-3-yl)benzo[d]oxazol-2-yl)-2,7-naphthyridin-3-yl)cyclopropanecarboxamide